2-(3-(4-((1H-Pyrazol-4-yl)amino)-6-(trifluoromethoxy)quinazolin-2-yl)-phenoxy)-N-(tert-butyl)acetamide bis-trifluoroacetic acid salt FC(C(=O)O)(F)F.FC(C(=O)O)(F)F.N1N=CC(=C1)NC1=NC(=NC2=CC=C(C=C12)OC(F)(F)F)C=1C=C(OCC(=O)NC(C)(C)C)C=CC1